O[C@H]1[C@@H](N(C1)C(=O)O[C@H]1C[C@H](CC1)C1=CC(=NN1)NC(CC1=CC(=NC=C1)OC)=O)C (1R,3S)-3-(3-{[(2-methoxypyridin-4-yl)acetyl]amino}-1H-pyrazol-5-yl)cyclopentyl (2S,3R)-3-hydroxy-2-methylazetidine-1-carboxylate